N-(4-cyanonaphthalene-1-yl)-1-(4-((1-(2-(2,6-dioxopiperidin-3-yl)-1,3-Dioxoisoindoline-5-yl)azetidin-3-yl)ethynyl)-1H-pyrazol-1-yl)cyclobutane-1-carboxamide C(#N)C1=CC=C(C2=CC=CC=C12)NC(=O)C1(CCC1)N1N=CC(=C1)C#CC1CN(C1)C=1C=C2C(N(C(C2=CC1)=O)C1C(NC(CC1)=O)=O)=O